CC=1NC(=C(C1C(C)=O)C1=CC=C(C=C1)OCC1CCOCC1)C=1NC=2C(=NC(=CC2)N2CCN(CC2)C)N1 1-(2-methyl-5-[5-(4-methylpiperazin-1-yl)-1H-imidazo[4,5-b]pyridin-2-yl]-4-{4-[(tetrahydro-2H-pyran-4-yl)methoxy]phenyl}-1H-pyrrol-3-yl)ethan-1-one